2-[2-(benzylsulfanyl)-4-nitrophenyl]-5-cyclopropyl-1,3,4-oxadiazole C(C1=CC=CC=C1)SC1=C(C=CC(=C1)[N+](=O)[O-])C=1OC(=NN1)C1CC1